3-((5-bromopyridin-2-yl)methylene)-6-(3-(4-fluorobenzoyl)benzylidene)piperazine-2,5-dione BrC=1C=CC(=NC1)C=C1C(NC(C(N1)=O)=CC1=CC(=CC=C1)C(C1=CC=C(C=C1)F)=O)=O